C1(CCCCC1)NC1=C2C(=NC(=N1)NC1=C(C=C(C=C1)N1CCOCC1)OC)NN=C2C=2C=NN(C2)C N4-cyclohexyl-N6-(2-methoxy-4-morpholinophenyl)-3-(1-methyl-1H-pyrazol-4-yl)-1H-pyrazolo[3,4-d]pyrimidine-4,6-diamine